C(CCCCCCCCCCCCCCCCCCCCCCCCCCC)(=O)OCCOC(CCCCCCCCCCCCCCCCCCCCCCCCCCC)=O Ethylene glycol dimontanate